C(#N)[C@](C)(CC(F)(F)F)N(C(=O)C1=CC(=C2N1CCC1=CC(=C(C=C21)C=2N=NN(N2)C)OC)CC(C)(F)F)C (S)-N-(2-cyano-4,4,4-trifluorobutan-2-yl)-1-(2,2-difluoropropyl)-8-methoxy-N-methyl-9-(2-methyl-2H-tetrazol-5-yl)-5,6-dihydropyrrolo[2,1-a]isoquinoline-3-carboxamide